tert-butyl ((5-amino-7-(5-(3-cyanobenzo[b]thiophen-2-yl)-1-methyl-1H-pyrazol-4-yl)-4-oxo-3,4-dihydrophthalazin-1-yl)methyl)carbamate NC1=C2C(NN=C(C2=CC(=C1)C=1C=NN(C1C1=C(C2=C(S1)C=CC=C2)C#N)C)CNC(OC(C)(C)C)=O)=O